ClC1=CC=C(C=C1)NC1=NC(=NN1C)C=1C=NC(=CC1)Cl N-(4-chlorophenyl)-3-(6-chloropyridin-3-yl)-1-methyl-1H-1,2,4-triazol-5-amine